BrC1=C(C=C2C(=NC(=NC2=C1F)Cl)N1C(NCC12CNCCC2)=O)F (7-bromo-2-chloro-6,8-difluoroquinazolin-4-yl)-1,3,7-triazaspiro[4.5]decan-2-one